N-(2-chloro-4-fluorobenzoyl)-O-(3-(2-(5,6,7,8-tetrahydro-1,8-naphthyridin-2-yl)ethyl)cyclobutyl)homoserine ClC1=C(C(=O)N[C@@H](CCOC2CC(C2)CCC2=NC=3NCCCC3C=C2)C(=O)O)C=CC(=C1)F